C(=O)(O)CCOC(C=C)=O.[Na] Sodium 2-carboxyethylacrylate